butyl (2S)-2-aminopropionate N[C@H](C(=O)OCCCC)C